1,1,1,3,3,3-hexafluoropropan-2-yl 4-(7-fluoro-3-isopropylpyrazolo[1,5-a][1,8]naphthyridin-2-yl)piperidine-1-carboxylate FC=1C=C2C=CC=3N(C2=NC1)N=C(C3C(C)C)C3CCN(CC3)C(=O)OC(C(F)(F)F)C(F)(F)F